O=C1NC2=CC=C(C=C2C=C1C(=O)OCC)C(F)(F)F ethyl 2-oxo-6-(trifluoromethyl)-1,2-dihydroquinoline-3-carboxylate